ON(C(CN1CCN(CC1)C)=O)CC=1C=CC=2NC3=CC=C(C=C3OC2C1)C(F)(F)F N-hydroxy-2-(4-methylpiperazin-1-yl)-N-((7-(trifluoromethyl)-10H-phenoxazin-3-yl)methyl)acetamide